1-{[(2S,4R)-4-hydroxy-5-oxopyrrolidin-2-yl]methoxy}-7-(propan-2-yloxy)isoquinoline-6-carboxamide O[C@@H]1C[C@H](NC1=O)COC1=NC=CC2=CC(=C(C=C12)OC(C)C)C(=O)N